C1(CC1)C1=NC(=NO1)C=1C=C(C(=NC1)C(=O)NC=1C(=NC=C(C1)C(C(F)(F)F)(F)F)NC)SCC 5-(5-cyclopropyl-1,2,4-oxadiazol-3-yl)-3-(ethylsulfanyl)-N-[2-(methylamino)-5-(1,1,2,2,2-pentafluoro-ethyl)pyridin-3-yl]pyridine-2-carboxamide